ClC1=NS(C2=C(N1)C(=C(C=C2)F)C(CC)C2=C(C=CC=C2)F)(=O)=O 3-chloro-6-fluoro-5-(1-(2-fluorophenyl)propyl)-4H-benzo[e][1,2,4]thiadiazine 1,1-dioxide